CN1C(CC(CC1(C)C)OC(C(C(=O)OC1CC(N(C(C1)(C)C)C)(C)C)(CC1=C(C(=CC(=C1)C(C)(C)C)C(C)(C)C)O)CCCC)=O)(C)C.FC(C1=CC=C(C=C1)C1CNCC1)(F)F 3-[4-(trifluoromethyl)phenyl]pyrrolidine bis(1,2,2,6,6-pentamethylpiperidin-4-yl)2-n-butyl-2-(2-hydroxy-3,5-di-tert-butylbenzyl)malonate